C1=C(C=CC=2CN[C@@H]3CCC4=C([C@H]3C12)C=C(C(=C4)O)O)O (6aR,12bS)-5,6,6a,7,8,12b-hexahydrobenzo[a]phenanthridine-2,10,11-triol